CC1=NOC(=C1C1=CC2=C(N(C(=N2)[C@@H]2CCCC(N2)=O)C2CCC(CC2)O)C=C1)C (S)-6-(5-(3,5-dimethylisoxazol-4-yl)-1-((1r,4S)-4-hydroxycyclohexyl)-1H-benzo[d]imidazol-2-yl)piperidin-2-one